BrC1=C(C2=C(SCC1)C=C(C=C2)O)C2=CC=C(C=C2)CC2CN(CC2)CCCF 4-Bromo-5-(4-((1-(3-fluoropropyl)pyrrolidin-3-yl)methyl)phenyl)-2,3-dihydrobenzo[b]thiepin-8-ol